4-(5-fluoro-2-(4-(trifluoromethyl)-1H-1,2,3-triazol-1-yl)phenyl)-5-morpholinofuran-2(5H)-one FC=1C=CC(=C(C1)C1=CC(OC1N1CCOCC1)=O)N1N=NC(=C1)C(F)(F)F